O=C1NC(CCC1C1=C(CN2CCN(CC2)C(=O)NC2=CC=C(C=C2)CNC2=CC(=NC=3N2N=CC3C(C)C)N[C@H](CO)CC)C=CC=C1)=O 4-(2-(2,6-dioxopiperidin-3-yl)benzyl)-N-(4-(((5-(((S)-1-hydroxybutan-2-yl)amino)-3-isopropylpyrazolo[1,5-a]pyrimidin-7-yl)amino)methyl)phenyl)piperazine-1-carboxamide